C(C1=CC=CC=C1)OC=1C(C=CN2N([C@H]3N(C(C21)=O)CCOC3)[C@@H](C3=CC=CC=C3)C3=CC(=C(C=C3)F)F)=O (12aR)-7-benzyloxy-12-[(S)-(3,4-difluorophenyl)(phenyl)methyl]-3,4,12,12a-tetrahydro-1H-[1,4]oxazino[3,4-c]pyrido[2,1-f][1,2,4]triazine-6,8-dione